20-[18F]fluoroarachidonic acid [18F]CCCCC\C=C/C\C=C/C\C=C/C\C=C/CCCC(=O)O